(2-((2-((4-(4-(4-(but-3-en-1-ylsulfonyl)piperazin-1-yl)piperidin-1-yl)-2-methoxyPhenyl)amino)-5-chloropyrimidin-4-yl)amino)phenyl)dimethylphosphine oxide C(CC=C)S(=O)(=O)N1CCN(CC1)C1CCN(CC1)C1=CC(=C(C=C1)NC1=NC=C(C(=N1)NC1=C(C=CC=C1)P(C)(C)=O)Cl)OC